FCC1CNCC1 3-(fluoromethyl)pyrrolidine